C[C@H]([C@@H](C)S(=O)(=O)N)C=C (2R,3S)-3-METHYL-4-PENTENE-2-SULFONAMIDE